(2R,3R)-2-butyl-3-hydroxyheptanoic acid C(CCC)[C@@H](C(=O)O)[C@@H](CCCC)O